FC(C1=C(C=NN1C1=C2CCN[C@H](C2=CC=C1)C(F)(F)F)C(=O)NC1=CC(=NC=C1)C(F)(F)F)(F)F (R)-5-(trifluoromethyl)-1-(1-(trifluoromethyl)-1,2,3,4-tetrahydroisoquinolin-5-yl)-N-(2-(trifluoromethyl)pyridin-4-yl)-1H-pyrazole-4-carboxamide